ClC1=CC=C(C=C1)[C@H](NC(=O)N1[C@@H](C(NCC1)=O)C)C1=NC(=CC=C1)C(F)(F)F |o1:7| (2R)-N-((S or R)-(4-chlorophenyl)(6-(trifluoromethyl)pyridin-2-yl)methyl)-2-methyl-3-oxopiperazine-1-carboxamide